C(C1=CC=CC=C1)OC(=O)N(C(CC(=O)O)CCCCCCCCC)CCCN(C)C 3-{[(Benzyloxy)carbonyl][3-(dimethylamino)propyl]amino}dodecanoic acid